8-{2-[2-(4-ethyl-phenyl)-1,1-dimethyl-ethylamino]-1-hydroxy-ethyl}-6-hydroxy-4H-benzo[1,4]oxazin-3-one C(C)C1=CC=C(C=C1)CC(C)(C)NCC(O)C1=CC(=CC=2NC(COC21)=O)O